CS(=O)(=O)OCCC(C)(C)O 3-hydroxy-3-methylbutyl methanesulfonate